2,6-difluoropyrazolo[1,5-a]quinoxalin-4(5H)-one FC1=NN2C(C(NC3=C(C=CC=C23)F)=O)=C1